FC1=C(C(=CC=C1)OC)C1=NC=CC2=C1CN(C2=O)C2=NC(=NC(=C2)C)N2C[C@H](NCC2)C 4-(2-fluoro-6-methoxyphenyl)-2-(6-methyl-2-((R)-3-methylpiperazin-1-yl)pyrimidin-4-yl)-2,3-dihydro-1H-pyrrolo[3,4-c]pyridin-1-one